C(C)(C)C1C(CCCC1)OCC(CO)O 3-(2-isopropylcyclohexyloxy)-1,2-propanediol